5-(1-(2,2-difluoroethyl)-1H-benzo[d][1,2,3]triazol-6-yl)-N-((3R,4S)-3-fluoro-1-(3-methyloxetan-3-yl)piperidin-4-yl)-4-methoxypyrrolo[2,1-f][1,2,4]triazin-2-amine FC(CN1N=NC2=C1C=C(C=C2)C=2C=CN1N=C(N=C(C12)OC)N[C@@H]1[C@@H](CN(CC1)C1(COC1)C)F)F